COCOC=1C=C2CCC3(C2=C(C1)B1OC(C(O1)(C)C)(C)C)CC3 2-(5'-(methoxymethoxy)-2',3'-dihydrospiro[cyclopropane-1,1'-inden]-7'-yl)-4,4,5,5-tetramethyl-1,3,2-dioxaborolane